tert-Butyl N-[[6-[2-chloro-3-[3-chloro-2-(1-oxotetralin-6-yl)-4-pyridyl]phenyl]-2-methoxy-3-pyridyl]methyl]-N-[[(2S)-5-oxopyrrolidin-2-yl]methyl]carbamate ClC1=C(C=CC=C1C1=C(C(=NC=C1)C=1C=C2CCCC(C2=CC1)=O)Cl)C1=CC=C(C(=N1)OC)CN(C(OC(C)(C)C)=O)C[C@H]1NC(CC1)=O